FC(C=1C=C(C=CC1)S(=O)(=O)N1C2=C(OCC1)C=CC=C2)(F)F 4-((3-(trifluoromethyl)phenyl)sulfonyl)-3,4-dihydro-2H-benzo[b][1,4]Oxazine